6-(4-Amino-4-phenylpiperidin-1-yl)-3-(4-chloro-2-(methyl-d3)-2H-indazol-5-yl)-1H-pyrazolo[3,4-d]pyrimidine-4-carboxamide NC1(CCN(CC1)C1=NC(=C2C(=N1)NN=C2C2=C(C1=CN(N=C1C=C2)C([2H])([2H])[2H])Cl)C(=O)N)C2=CC=CC=C2